C(CCC)[Si](C1=CC=CC=C1)(C1=CC=CC=C1)OCCCCCOCCCCC=C butyl((5-(hex-5-en-1-yloxy)pentyl)oxy)diphenylsilane